(R)-7-((S)-2-methylpiperazin-1-yl)-chroman C[C@@H]1N(CCNC1)C1=CC=C2CCCOC2=C1